3'-thia-2',3'-dideoxycytidine [C@@H]1(CS[C@@H](CO)O1)N1C(=O)N=C(N)C=C1